C(C)(C)(C)OC(=O)N1CC(CCC1)C(NC=1SC2=C(N1)C(=CC(=C2)C)F)=O tert-butyl-3-[(4-fluoro-6-methyl-1,3-benzothiazol-2-yl)carbamoyl]piperidine-1-carboxylate